2,5-Difluoro-6-(2-fluoroethoxy)pyridin-3-amine FC1=NC(=C(C=C1N)F)OCCF